6-amino-2-(3,5-dichloro-4-((4-methyl-2-(2-fluoropyridin-4-yl)quinolin-6-yl)oxy)phenyl)-1,2,4-triazine NC1=CN=CN(N1)C1=CC(=C(C(=C1)Cl)OC=1C=C2C(=CC(=NC2=CC1)C1=CC(=NC=C1)F)C)Cl